F[C@H]1CNCC[C@H]1NC1=CC=CN2C(=C(C=C12)C#CCNC1=C(C=C(C(=O)N2CC(C2)(O)C)C=C1)OC)SC(F)(F)F 1-(4-{[3-(8-{[(3S,4R)-3-fluoropiperidin-4-yl]amino}-3-[(trifluoromethyl)sulfanyl]indolizin-2-yl)prop-2-yn-1-yl]amino}-3-methoxybenzoyl)-3-methylazetidin-3-ol